N-(9-((2R,3R,4R,5R)-3-((tert-butyldimethylsilyl)oxy)-5-(((tert-butyldimethylsilyl)oxy)methyl)-4-((methylthio)methoxy)tetrahydrofuran-2-yl)-9H-purin-6-yl)benzamide [Si](C)(C)(C(C)(C)C)O[C@H]1[C@@H](O[C@@H]([C@H]1OCSC)CO[Si](C)(C)C(C)(C)C)N1C2=NC=NC(=C2N=C1)NC(C1=CC=CC=C1)=O